N[C@H](C)C1=C2N=C(C(=NC2=CC(=C1)C)C#N)N1CCC(CC1)(F)F (R)-5-(1-aminoethyl)-3-(4,4-difluoropiperidin-1-yl)-7-methylquinoxaline-2-carbonitrile